ClC=1N=C(C2=C(N1)C=C(S2)C#CCNC(C)=O)N2CCOCC2 N-(3-(2-Chloro-4-morpholinothieno[3,2-d]pyrimidin-6-yl)prop-2-yn-1-yl)acetamide